C1OCCC2=C1C=CC(=C2)C=O 3,4-DIHYDRO-1H-2-BENZOPYRAN-6-CARBOXALDEHYDE